FC1=C(C(=C(C(=C1F)F)F)F)OC(=O)C=1C(NC2=CC(=CC=C2C1)C1CCC1)=O 7-cyclobutyl-2-oxo-1,2-dihydroquinoline-3-carboxylic acid perfluorophenyl ester